(S)-8-(2-amino-6-((R)-2,2,2-trifluoro-1-(4-(quinoxalin-6-yl)phenyl)ethoxy)pyrimidin-4-yl)-2,8-diazaspiro[4.5]decane-3-carboxylic acid NC1=NC(=CC(=N1)N1CCC2(C[C@H](NC2)C(=O)O)CC1)O[C@@H](C(F)(F)F)C1=CC=C(C=C1)C=1C=C2N=CC=NC2=CC1